C(C)(=O)N1CCN(CC1)CC1=CC(=NC(=C1)NC=1SC(=CN1)C)C=1C=C(C=CC1)NC(C=C)=O N-(3-(4-((4-acetylpiperazin-1-yl)methyl)-6-(5-methylthiazol-2-ylamino)pyridin-2-yl)phenyl)acrylamide